N1=C(C=CC=C1)C=1C=C(C=CC1)C1=NOC(C1)C(=O)N 3-(3-(pyridin-2-yl)phenyl)-4,5-dihydroisoxazole-5-carboxamide